CC1=C(C[Se]C2=CC=CC=C2)C=CC=C1 (2-methylbenzyl)(phenyl)selenium